ethyl 2-(3-(5-(2,4-difluorophenyl)isoxazole-3-carboxamido)azetidin-3-yl)acetate FC1=C(C=CC(=C1)F)C1=CC(=NO1)C(=O)NC1(CNC1)CC(=O)OCC